5-Hydroxy-3-methylfuran-2(5H)-one OC1C=C(C(O1)=O)C